FC(C(C(=O)O)=O)(F)F perfluoropyruvic acid